ClC=1C(NN=CC1N1CC=2N(CC1)C(=CN2)C(C2=C(C=CC(=C2)C(F)(F)F)F)=O)=O 4-chloro-5-(3-(2-fluoro-5-(trifluoromethyl)benzoyl)-5,6-dihydroimidazo[1,2-a]pyrazin-7(8H)-yl)pyridazin-3(2H)-one